N-(4-chloro-3-{6-oxo-4-[5-(trifluoromethyl)pyridin-3-yl]-1,6-dihydropyrimidin-2-yl}benzyl)isobutyramide ClC1=C(C=C(CNC(C(C)C)=O)C=C1)C=1NC(C=C(N1)C=1C=NC=C(C1)C(F)(F)F)=O